5-(cyclopropanesulfonyl)-2-[(3R,5S)-2,5-dimethylpiperazin-1-yl]pyrimidine C1(CC1)S(=O)(=O)C=1C=NC(=NC1)N1C(CN[C@H](C1)C)C